C(C)(C)(C)[C@H]1N(CCC1NC(CC1=CC=C(C=C1)C(F)(F)F)=O)C(=O)O[13CH2][13CH](O)[13CH2]O glycerol-13C3 Tert-butyl-(R)-3-(2-(4-(trifluoromethyl)phenyl)acetamido)pyrrolidine-1-carboxylate